F[C@H]1NCCC1 (2R)-2-fluorotetrahydro-1H-pyrrole